decaoxo-15-((R)-1-(trityloxy)ethyl)-3-oxa-5,8,11,14,17,20,23,26,29,32-decaazapentatriacontane-35-thioate O=C(C(NC(C(NC(C(NC(C(NC(OC(C=O)=O)=O)=O)=O)=O)=O)=O)=O)[C@@H](C)OC(C1=CC=CC=C1)(C1=CC=CC=C1)C1=CC=CC=C1)NCCNCCNCCNCCNCCNCCC([O-])=S